C([C@H](C(=O)[O-])[NH3+])C(=O)N The molecule is a D-alpha-amino acid zwitterion that is D-asparagine in which a proton has been transferred from the carboxy group to the amino group. It is the major species at pH 7.3. It is a tautomer of a D-asparagine.